5-(4-isopropenylindolin-1-yl)sulfonyl-2H-isoquinolin-1-one Ethyl-2-(2-chloro-4-{[(1R,3R)-3-hydroxycyclohexyl]amino}pyrimidin-5-yl)acetate C(C)OC(CC=1C(=NC(=NC1)Cl)N[C@H]1C[C@@H](CCC1)O)=O.C(=C)(C)C1=C2CCN(C2=CC=C1)S(=O)(=O)C1=C2C=CNC(C2=CC=C1)=O